BrC=1C(=NC(N(C1)C=1N=C(OC1C1=CC(=C(C=C1)Cl)F)C1=CC(=CC=C1)C)=O)N1N=CN=C1 5-bromo-1-[5-(4-chloro-3-fluorophenyl)-2-(3-methylphenyl)-1,3-oxazol-4-yl]-4-(1H-1,2,4-triazol-1-yl)-1,2-dihydropyrimidin-2-one